C1(=CC=CC=C1)C=1C(=C(C=2C(=CC=C(C2C1C(O)=N)C(=O)O)C(=O)O)C(O)=N)C1=CC=CC=C1 diphenyl-1,4,5,8-naphthalenetetracarboxylic acid diimide